3-undecayne CCC#CCCCCCCC